C(\C=C(/C)\CCC=C(C)C)CC(=O)O.C/C(=C/CCC(=O)O)/CCC=C(C)C Z-3,7-dimethyl-2,6-octadien-1-ylacetate (Geranyl Acetate)